methyl 4-hydroxy-5-methoxy-3-(2-methylallyl)-2-nitrobenzoate OC1=C(C(=C(C(=O)OC)C=C1OC)[N+](=O)[O-])CC(=C)C